tert-butyl (3S,5R)-3-hydroxy-5-((6-(2-hydroxy-6-methyl-4-(trifluoromethyl)phenyl)pyridazin-3-yl)amino)piperidine-1-carboxylate O[C@@H]1CN(C[C@@H](C1)NC=1N=NC(=CC1)C1=C(C=C(C=C1C)C(F)(F)F)O)C(=O)OC(C)(C)C